NC=1C(=C(C=CC1NC(=O)OC(C)(C)C)CN1[C@H](CCC1)C(=O)OC)F Methyl (2R)-1-{[3-amino-4-(tert-butoxycarbonylamino)-2-fluorophenyl]methyl}-pyrrolidine-2-carboxylate